2-methylmorpholine-4-sulfonamide CC1CN(CCO1)S(=O)(=O)N